13-palmitoleoyloxy-tridecanoic acid C(CCCCCCC\C=C/CCCCCC)(=O)OCCCCCCCCCCCCC(=O)O